S(=O)(=O)(O)[O-].[Na+] Sodium hydrogensulfate